5-furandiacetic acid O1C(=CC=C1CC(=O)O)CC(=O)O